COC1=CC=C(C(C2=CC=C(C=C2)OC)(C2=CC=CC=C2)CCCCCC(=O)O)C=C1 6-(4,4'-dimethoxytrityl)hexanoic acid